monocarboxytetraphenylethylene C(=O)(O)C1=CC=C(C=C1)C(=C(C1=CC=CC=C1)C1=CC=CC=C1)C1=CC=CC=C1